2-(6-(cyclopropylmethyl)-1-methyl-1,6-dihydropyrrolo[2,3-c]pyrazol-5-yl)-7-methoxy-1-methyl-1H-benzo[d]imidazole-5-carboxylic acid C1(CC1)CN1C(=CC2=C1N(N=C2)C)C2=NC1=C(N2C)C(=CC(=C1)C(=O)O)OC